NC1=C(C2=C(N(C=N2)C(F)(F)F)C=C1C(=O)N)C1=C(C(=CC=C1C)O)C (P)-5-Amino-4-(3-hydroxy-2,6-dimethylphenyl)-1-(trifluoromethyl)-1H-benzo[d]imidazole-6-carboxamide